NCC=1C=C(C=CC1)C1=CC(=CC(=C1F)N1CCC2(CC2)CC1)COC1=C(C=CC=C1)CC(=O)O 2-(2-((3'-(aminomethyl)-6-fluoro-5-(6-azaspiro[2.5]octan-6-yl)-[1,1'-biphenyl]-3-yl)methoxy)phenyl)acetic acid